Ethyl (S)-5-((tert-butoxycarbonyl)amino)-4-(difluoro methylene)cyclohex-1-ene-1-carboxylate C(C)(C)(C)OC(=O)N[C@@H]1C(CC=C(C1)C(=O)OCC)=C(F)F